FC(C1=NC=CC=C1S(=O)(=O)Cl)(F)F 2-(trifluoromethyl)pyridine-3-sulfonyl chloride